N1=CN=CC2=C1C=CC(=N2)C(C(=O)N2CCNCC2)=CC pyrido[3,2-d]pyrimidin-6-yl-(piperazin-1-yl)but-2-en-1-one